N-[(rel-(1R,3-endo,5S,6S,7R)-7-(bis(4-methoxyphenyl)(phenyl)methoxy)-6-acetoxy-8-(i-propyl)-8-azabicyclo[3.2.1]octane-3-yl)]succinamic acid COC1=CC=C(C=C1)C(O[C@H]1[C@H]([C@@H]2CC(C[C@H]1N2C(C)C)NC(CCC(=O)O)=O)OC(C)=O)(C2=CC=CC=C2)C2=CC=C(C=C2)OC |o1:10,11,12,16|